C1(CCCC2=NC3=CC=CC=C3C=C12)=O 3,4-dihydro-acridin-1(2H)-one